4-(4-(3-Iodo-6-(1-methyl-1H-pyrazol-4-yl)pyrazolo[1,5-a]pyridin-4-yl)phenyl)piperazine-1-carboxylic acid tert-butyl ester C(C)(C)(C)OC(=O)N1CCN(CC1)C1=CC=C(C=C1)C=1C=2N(C=C(C1)C=1C=NN(C1)C)N=CC2I